trans-3-((5-methylpyridin-2-yl)oxy)cyclobutan-1-amine CC=1C=CC(=NC1)O[C@@H]1C[C@H](C1)N